O[C@@H]1C([C@](N(C1)[2H])(C(=O)O)[2H])[2H] trans-4-Hydroxy-L-prolin-d3